N-[5-(2,6-difluoro-4-methoxyphenyl)-1-methyl-2-(5-methylpyridin-2-yl)-3-oxo-2,3-dihydro-1H-pyrazol-4-yl]-4-(difluoromethoxy)benzamide FC1=C(C(=CC(=C1)OC)F)C1=C(C(N(N1C)C1=NC=C(C=C1)C)=O)NC(C1=CC=C(C=C1)OC(F)F)=O